1-methyl-3-methylimidazole methyl-phosphate tert-butyl-(1R,3s,5S)-3-((6-iodopyridazin-3-yl)oxy)-8-azabicyclo[3.2.1]octane-8-carboxylate C(C)(C)(C)OC(=O)N1[C@H]2CC(C[C@@H]1CC2)OC=2N=NC(=CC2)I.COP(=O)(O)O.CN2CN(C=C2)C